NC1=NC=NC=2C3=C(CC(C12)(C)C)C(=C(C=C3)O[C@@H]3CC[C@H](CC3)NC(OC(C)(C)C)=O)N3CC(CC3)C(N)=O tert-butyl N-[trans-4-[[4-amino-7-(3-carbamoylpyrrolidin-1-yl)-5,5-dimethyl-6H-benzo[h]quinazolin-8-yl]oxy]cyclohexyl]carbamate